FC[C@H]1[C@H](C1)C(=O)NC=1N=CC2=C(N=CC(=C2C1)C=1OC2=C(N1)C=C(C=C2)OC)NC (1S,2R)-2-(fluoromethyl)-N-(5-(5-methoxybenzo[d]oxazol-2-yl)-8-(methylamino)-2,7-naphthyridin-3-yl)cyclopropane-1-carboxamide